FC=1C(=C(C=CC1)C=1CCOC2=C(C1C1=CC=C(C=C1)O[C@@H]1CN(CC1)CCCF)C=CC(=C2)O)C 4-(3-fluoro-2-methyl-phenyl)-5-[4-[(3S)-1-(3-fluoropropyl)pyrrolidin-3-yl]oxyphenyl]-2,3-dihydro-1-benzoxepin-8-ol